CC=1C=C(C=CC1OC1=CC=NC=2NC(CCC12)=O)N1C(N(CC1=O)C=1C=NC=C(C1)C(F)(F)F)=O 3-{3-methyl-4-[(7-oxo-5,6,7,8-tetrahydro-1,8-naphthyridin-4-yl)oxy]phenyl}-1-[5-(trifluoromethyl)-3-pyridinyl]-2,4-imidazolidinedione